3-Cyanoazetidine-1-carboxylic acid tert-butyl ester C(C)(C)(C)OC(=O)N1CC(C1)C#N